(difluoro(2-(((S)-1-((S)-2-((5-(4-fluorophenyl)thiazol-2-yl)carbamoyl)pyrrolidin-1-yl)-3,3-dimethyl-1-oxobutan-2-yl)carbamoyl)benzo[b]thiophen-5-yl)methyl)phosphonic acid FC(C1=CC2=C(SC(=C2)C(N[C@H](C(=O)N2[C@@H](CCC2)C(NC=2SC(=CN2)C2=CC=C(C=C2)F)=O)C(C)(C)C)=O)C=C1)(F)P(O)(O)=O